1-(2,6-dichlorophenyl)-4-((4-(4-(dimethylamino)piperidine-1-carbonyl)phenyl)amino)-1H-pyrazole-3-carboxamide ClC1=C(C(=CC=C1)Cl)N1N=C(C(=C1)NC1=CC=C(C=C1)C(=O)N1CCC(CC1)N(C)C)C(=O)N